6-Methylpyridine-3-yl chloroformate ClC(=O)OC=1C=NC(=CC1)C